benzyl-dimethyl-chlorosilane dimethyl-2-(4-bromo-2-pyridyl)-2-[1-(2,2-difluoro-1,3-benzodioxol-5-yl)ethyl]propanedioate COC(C(C(=O)OC)(C(C)C1=CC2=C(OC(O2)(F)F)C=C1)C1=NC=CC(=C1)Br)=O.C(C1=CC=CC=C1)[Si](Cl)(C)C